2-(((benzyloxy)carbonyl)-L-alanyl)-1,2,3,4-tetrahydroisoquinoline-6-carboxylic acid ethyl ester C(C)OC(=O)C=1C=C2CCN(CC2=CC1)C([C@@H](NC(=O)OCC1=CC=CC=C1)C)=O